OC=1C=C2C(C=C(OC2=CC1)C1=CC=C(C=C1)OC1=NC=CC=C1)=O 6-hydroxy-2-(4-(pyridin-2-yloxy)phenyl)-4H-chromen-4-one